CC1(CCNO1)C 5,5-dimethyl-dihydroisoxazol